BrC1=C(C=2N(C=C1)C(=CN2)N2C(N(C(CC2)=O)CC2=CC=C(C=C2)OC)=O)OC 1-(7-Bromo-8-methoxy-imidazo[1,2-a]pyridin-3-yl)-3-[(4-methoxyphenyl)methyl]hexahydropyrimidine-2,4-dione